P(O)(O)(O)=O OrthoPhosphoric Acid